COC(CC(=O)[O-])=O.[K+] potassium 3-methoxy-3-oxo-propanoate